BrC=1[Se]C(=NN1)C(F)F 2-bromo-5-(difluoromethyl)-1,3,4-selenadiazole